ethyl (2S)-2-amino-3,3-dicyclopropyl-propanoate hydrochloride Hydrogen chloride Cl.Cl.N[C@H](C(=O)OCC)C(C1CC1)C1CC1